(1,3,5-trimethylbenzene-2,4,6-triyl)tri-p-cresol CC1=C(C(=C(C(=C1C1=CC(=CC=C1O)C)C)C1=CC(=CC=C1O)C)C)C1=CC(=CC=C1O)C